ClC=1C=CC(=C(C1)/C=C/C(=O)N[C@H]1CC=CCCC(NC2=CC=CC=C2C2=NN=C1O2)=O)N2N=NN=C2 (E)-3-(5-chloro-2-tetrazol-1-yl-phenyl)-N-((S)-9-oxo-19-oxa-8,17,18-triaza-tricyclo[14.2.1.02,7]nonadec-1(18),2,4,6,12,16-hexaen-15-yl)-acrylamide